C(#N)CCNC(=O)C=1OC(=CC1)C1=CC=CC=2N1N=CC2C(=O)N2CCCCC2 N-(2-cyanoethyl)-5-(3-(piperidine-1-carbonyl)pyrazolo[1,5-a]pyridin-7-yl)furan-2-carboxamide